[Br-].NC(CC)C1=NC=CN1C=C 1-aminopropyl-3-vinyl-imidazole bromide salt